4-(3,5-dichloro-4-hydroxybenzoamido)-1,3-thiazole-5-carboxylic acid ClC=1C=C(C(=O)NC=2N=CSC2C(=O)O)C=C(C1O)Cl